C(C)(=O)OCCCCOC=1C=C(C=CC1)N(CCCC(=O)[O-])CCCC(=O)[O-] [[3-(4-acetoxybutoxy)phenyl]azanediyl]bis(ethane-2,1-diyl)diacetate